ClC=1C(C2=C(NC(=N2)C2=CC(=C(C=C2)F)F)C(C1Cl)=O)=O 5,6-dichloro-2-(3,4-difluorophenyl)-1H-benzo[d]imidazole-4,7-dione